F[C@@H]1[C@@H]([C@H]2CN[C@@]1(C2)C)OC2=NN=C(S2)C2=C(C=C(C=C2)N2C=NC=C2)O 2-(5-(((1R,4R,5R,6S)-6-fluoro-1-methyl-2-azabicyclo[2.2.1]heptan-5-yl)oxy)-1,3,4-thiadiazol-2-yl)-5-(1H-imidazol-1-yl)phenol